tert-butyl 4-[(2-bromo-5-methoxy-phenyl)methyl]-4-cyano-piperidine-1-carboxylate BrC1=C(C=C(C=C1)OC)CC1(CCN(CC1)C(=O)OC(C)(C)C)C#N